ClC1=NC=C(C(=C1)NC(=S)C1=CC=CC=C1)Cl N-(2,5-dichloro-4-pyridinyl)phenylthiocarboxamide